6-bromo-1-hydroxy-5-methyl-2,3,1-benzoxazaborinine BrC=1C=CC2=C(C=NOB2O)C1C